1-(7-chloro-2-oxo-isoquinolin-2-ium-5-yl)sulfonylindoline-6-carbonitrile ClC1=CC(=C2C=C[N+](CC2=C1)=O)S(=O)(=O)N1CCC2=CC=C(C=C12)C#N